CC(C)C1=C(C=CC=C1)NS([O-])(=O)=O.[Na+] Sodium N-(2-propan-2-ylphenyl)sulfamate